heptafluoro-n-propyliodide FC(C(F)(F)I)(C(F)(F)F)F